N(=NC(CCC(=O)O)(C)C#N)C(CCC(=O)O)(C)C#N 4,4'-azodi(4-cyanovaleric acid)